BrC1=CC=C(C=C1)C#C[Si](C)(C)C 1-bromo-4-[2-(trimethylsilyl)ethynyl]benzene